OC1=CC=CC(=N1)N1C=C(C(C2=CC(=C(C(=C12)Cl)N1CCNCC1)F)=O)C(=O)O 1-(6-hydroxy-2-pyridyl)-8-chloro-6-fluoro-1,4-dihydro-7-piperazinyl-4-oxo-3-quinolinecarboxylic acid